FC(CNC1=C(C=C(C=C1)C1=CC=C(C=N1)C(=O)OC)C)F methyl 6-[4-(2,2-difluoroethylamino)-3-methyl-phenyl]pyridine-3-carboxylate